FC1=C(C=CC=C1)C1=CC=C(C=C1)CCCNC(=O)C1=CC(=NN1C)C1=CC=CC=C1 N-(3-(2'-fluoro-[1,1'-biphenyl]-4-yl)propyl)-1-methyl-3-phenyl-1H-pyrazole-5-carboxamide